2-(trifluoromethoxy)phenylhydrazine FC(OC1=C(C=CC=C1)NN)(F)F